di-n-octadecyl 3,5-di-tert-butyl-4-hydroxybenzylphosphonate C(C)(C)(C)C=1C=C(CP(OCCCCCCCCCCCCCCCCCC)(OCCCCCCCCCCCCCCCCCC)=O)C=C(C1O)C(C)(C)C